4-((1H-imidazol-1-yl)sulfonyl)thiomorpholine N1(C=NC=C1)S(=O)(=O)N1CCSCC1